C(N)(=O)C1=CC(=NN1C)NC=1SC(=CN1)C(=O)NC1=C(C(=CC=C1C)O)C 2-[(5-Carbamoyl-1-methyl-pyrazol-3-yl)amino]-N-(3-hydroxy-2,6-dimethyl-phenyl)thiazole-5-carboxamide